O=C1NN=CC2=CC=C(C=C12)N1CCC2(CCN(C2)C(=O)OC(C)(C)C)CC1 tert-butyl 8-(4-oxo-3H-phthalazin-6-yl)-2,8-diazaspiro[4.5]decane-2-carboxylate